NC1=NC(=CC(=N1)NCCCC)CC1=C(C=C(C=C1)CN1CCCC1)F 2-amino-4-(butylamino)-6-(2-fluoro-4-(pyrrolidin-1-ylmethyl)benzyl)pyrimidine